4-(dimethylamino)pyridin-1-ium Benzyl-(S)-3-(2-(4-benzyl-3-oxopiperazin-1-yl)acetamido)-4-oxo-5-((2-(trifluoromethyl)pyrimidin-4-yl)oxy)pentanoate C(C1=CC=CC=C1)OC(C[C@@H](C(COC1=NC(=NC=C1)C(F)(F)F)=O)NC(CN1CC(N(CC1)CC1=CC=CC=C1)=O)=O)=O.CN(C1=CC=[NH+]C=C1)C